FC(C(=O)O)(F)F.C1(CC1)[C@H](C)N1C(C2=C(C=C(C=C2C1)C1=CC(=NC=C1)C=1NC(=C(N1)C)C(=O)N1CC(C1)O)S(=O)(=O)C)=O (S)-2-(1-Cyclopropylethyl)-5-(2-(5-(3-hydroxyazetidine-1-carbonyl)-4-methyl-1H-imidazol-2-yl)pyridin-4-yl)-7-(methylsulfonyl)isoindolin-1-one, trifluoroacetate salt